(E)-1-(4-(4-(2-amino-4-(difluoromethyl)pyrimidin-5-yl)-6-morpholino-1,3,5-triazin-2-yl)piperazin-1-yl)hept-5-ene-1,4-dione NC1=NC=C(C(=N1)C(F)F)C1=NC(=NC(=N1)N1CCOCC1)N1CCN(CC1)C(CCC(\C=C\C)=O)=O